ClC1=C(OC2C[C@@H]3C(CNC3)=C2)C=CC(=C1)F (3aR,6aS)-5-(2-chloro-4-fluorophenoxy)hexahydrocyclopenta[c]pyrrole